C1(CC1)OC1=C(C=NC(=C1)NC1=NC(=NC(=C1)NCC1=C(C=C(C=C1)OC)OC)C(F)F)C=1C=NN(C1)C[C@H]1N(CC1)C(=O)OC(C)(C)C tert-butyl (S)-2-((4-(4-cyclopropoxy-6-((2-(difluoro methyl)-6-((2,4-dimethoxybenzyl)amino)pyrimidin-4-yl)amino)pyridin-3-yl)-1H-pyrazol-1-yl)methyl)azetidine-1-carboxylate